[N+](=O)([O-])C=1C=C(C=CC1)C1=CC=C(C=C1)C(=O)C1=CC=CC=C1 [4-(3-Nitrophenyl)phenyl](phenyl)methanone